ClC1=NC(=NC(=C1C)N1CCC(CC1)OC=1C=NC(=CC1)OC)C(=O)NC1C=2C=CN=CC2CCC1 4-chloro-6-(4-((6-methoxypyridin-3-yl)oxy)piperidin-1-yl)-5-methyl-N-(5,6,7,8-tetrahydroisoquinolin-5-yl)pyrimidine-2-carboxamide